5-(methylsulfonyl)-3-pyridinecarboxylic acid CS(=O)(=O)C=1C=C(C=NC1)C(=O)O